OC(C(CO)CO)O 2-dihydroxymethyl-1,3-propanediol